phthalazinyl-(phthalazine) C1(=NN=CC2=CC=CC=C12)C1=NN=CC2=CC=CC=C12